1-(3-((4,4-bis(((Z)-oct-5-en-1-yl)oxy)butanoyl)oxy)-2-(((((1-ethylpiperidin-3-yl)methoxy)carbonyl)oxy)methyl)propyl) 7-dodecyl heptanedioate C(CCCCCC(=O)OCCCCCCCCCCCC)(=O)OCC(COC(CCC(OCCCC\C=C/CC)OCCCC\C=C/CC)=O)COC(=O)OCC1CN(CCC1)CC